C(=O)(O)C=1SC=C2NC(N(C(C21)=O)C2=C(C=C(C(=C2)OCC2=C(C(=CC=C2OC)F)F)OC)F)=O 5-carboxy-3-[2-fluoro-5-(2,3-difluoro-6-methoxybenzyloxy)-4-methoxyphenyl]thieno[3,4-d]pyrimidine-2,4(1H,3H)-dione